3-(2-oxoethyl)benzonitrile O=CCC=1C=C(C#N)C=CC1